N-(3-(tert-butyl)isoxazol-5-yl)-2-(4-fluorophenyl)pyrazolidine-1-carboxamide C(C)(C)(C)C1=NOC(=C1)NC(=O)N1N(CCC1)C1=CC=C(C=C1)F